C(C)(C)(C)[S@@](=O)N1[C@H]([C@H]1C1CCC1)C(=O)O (2R,3R)-1-((R)-tert-butylsulfinyl)-3-cyclobutylaziridine-2-carboxylic acid